N-(2-(4,4-difluorocyclohexyl)pyrimidin-4-yl)-2-((1S,6R)-6-(difluoromethyl)-3-azabicyclo[4.1.0]heptan-3-yl)-4-((2-hydroxyethyl)sulfonamido)benzamide FC1(CCC(CC1)C1=NC=CC(=N1)NC(C1=C(C=C(C=C1)NS(=O)(=O)CCO)N1C[C@H]2C[C@]2(CC1)C(F)F)=O)F